CN(C([C@H](CO)NC(=O)C1=C(OC2=C1C=C(C=C2)OCC2=CN=C(S2)C)C)=O)C (S)-N-(1-(dimethylamino)-3-hydroxy-1-oxopropan-2-yl)-2-methyl-5-((2-methylthiazol-5-yl)methoxy)benzofuran-3-carboxamide